3-(2,6-dichloro-benzyloxy)-5-(3-methoxy-phenyl)-pyridin-2-ylamine ClC1=C(COC=2C(=NC=C(C2)C2=CC(=CC=C2)OC)N)C(=CC=C1)Cl